N1C[C@H](C(=O)O)CCC1 |o1:2| (R) or (S)-nipecotic acid